[(R)-4,4-dimethyl-1-(2H-tetraazol-5-yl)pentyl]-4-isoquinolylamine CC(CC[C@H](C=1N=NNN1)NC1=CN=CC2=CC=CC=C12)(C)C